(cyclohexylidene(methoxy)methoxy)trimethylsilane ruthenium (III) [Ru+3].C1(CCCCC1)=C(O[Si](C)(C)C)OC